FC1=C(C(=CC(=C1)OC)F)C1=C(C(N(N1C)C1=NC=CC=C1N1CC(C1)(C)O)=O)NC(C1=CC=C(C=C1)OC(F)F)=O N-[5-(2,6-difluoro-4-methoxyphenyl)-2-[3-(3-hydroxy-3-methylazetidin-1-yl)pyridin-2-yl]-1-methyl-3-oxo-2,3-dihydro-1H-pyrazol-4-yl]-4-(difluoromethoxy)benzamide